FC=1C(=NC(=NC1)NC1=CC(=C(C=C1)N1CCN(CC1)C)F)C=1C=NN(C1)C1CCN(CC1)CCCC 5-fluoro-N-(3-fluoro-4-(4-methylpiperazin-1-yl)phenyl)-4-(1-(1-butylpiperidin-4-yl)-1H-pyrazol-4-yl)pyrimidin-2-amine